C(CCCCC(=O)O)(=O)O.BrCC(CO)(CO)CBr 2,2-bis(bromomethyl)-1,3-propylene glycol adipate